5-[3-chloro-8-[(1S,2S)-2-[3-fluoro-1-(2,2,2-trifluoroethyl)pyrazolo[4,3-b]pyridin-6-yl]cyclopropyl]imidazo[1,2-b]pyridazin-6-yl]-1H-pyrimidine-2,4-dione ClC1=CN=C2N1N=C(C=C2[C@@H]2[C@H](C2)C=2C=C1C(=NC2)C(=NN1CC(F)(F)F)F)C=1C(NC(NC1)=O)=O